4,4-diethyl-4H-thiazolo[4',5':4,5]pyrano[2,3-c]pyridin-2-amine C(C)C1(C2=C(C3=C(C=NC=C3)O1)N=C(S2)N)CC